C(C1=CC=CC=C1)N1CCC(CC1)(CO[Si](C)(C)C)NC(=S)N1[C@H](C2=CC=CC=C2CC1)C1=CC=C(C=C1)F (S)-N-(1-benzyl-4-((trimethylsilyloxy)methyl)piperidin-4-yl)-1-(4-fluorophenyl)-3,4-dihydroisoquinoline-2(1H)-carbothioamide